2-ISOCYANO-3-PHENYL-1-(PYRROLIDIN-1-YL)PROPAN-1-ONE [N+](#[C-])C(C(=O)N1CCCC1)CC1=CC=CC=C1